C(C1=CC=CC=C1)(=O)C(CCC#N)(C#CC1=CC=C(C=C1)OC)C 4-benzoyl-4-methyl-6-(4-methoxyphenyl)-5-hexynenitrile